COC1=C(C(=CC=C1)OC)N1C(=NN=C1C=1C=NC=C(C1)C)NS(=O)(=O)C(C)C(C)C1=NC=C(C=N1)C N-(4-(2,6-dimethoxyphenyl)-5-(5-methyl-3-pyridyl)-4H-1,2,4-triazol-3-yl)-3-(5-methyl-2-pyrimidinyl)-2-butanesulfonamide